n-butyl-phosphoric acid triamide C(CCC)NP(N)(N)=O